tert-butyl 3-(3-cyano-3-methyl-cyclobutyl)-5,7-difluoro-2-(4-fluorophenyl)-indole-1-carboxylate C(#N)C1(CC(C1)C1=C(N(C2=C(C=C(C=C12)F)F)C(=O)OC(C)(C)C)C1=CC=C(C=C1)F)C